ClC=1C=C(C=CC1)N1CC(CC1)C(=O)N[C@H]1[C@H]2CC[C@@H](C1)N2C#N 1-(3-chlorophenyl)-N-((1R,2R,4S)-7-cyano-7-azabicyclo[2.2.1]heptan-2-yl)-3-pyrrolidinecarboxamide